tert-Butyl 3-hydroxy-3-phenylazetidine-1-carboxylate OC1(CN(C1)C(=O)OC(C)(C)C)C1=CC=CC=C1